S(=O)(=O)([O-])OOS(=O)(=O)[O-].[NH4+].[NH4+] ammonium peroxydisulphate